(3R,4R)-4-(4,4-diethyl-2-imino-6-oxo-hexahydropyrimidin-1-yl)-N-[(3S,4R)-3-hydroxy-2,2-dimethyl-chroman-4-yl]-3-methyl-chromane-6-carboxamide C(C)C1(NC(N(C(C1)=O)[C@@H]1[C@H](COC2=CC=C(C=C12)C(=O)N[C@H]1[C@@H](C(OC2=CC=CC=C12)(C)C)O)C)=N)CC